ClC=1C=C(C=NC1)OC1CC2(C(N3[C@H](O2)CC[C@H]3C3=NC=CN=C3)=O)C1 (5'S,7a'R)-3-[(5-chloropyridin-3-yl)oxy]-5'-(pyrazin-2-yl)tetrahydro-3'H-spiro[cyclobutane-1,2'-pyrrolo[2,1-b][1,3]oxazol]-3'-one